3,3-dimethylbutyric acid methyl ester COC(CC(C)(C)C)=O